C(CCCC)O Pentyl Alcohol